2-(3,6-dihydro-2H-pyran-4-yl)-4-[(2'-methyl-[1,1'-biphenyl]-4-yl)amino]-6-(propan-2-yl)-5,6-dihydro-7H-pyrrolo[3,4-d]pyrimidin-7-one O1CCC(=CC1)C=1N=C(C2=C(N1)C(N(C2)C(C)C)=O)NC2=CC=C(C=C2)C2=C(C=CC=C2)C